C(CCCCCCCCCCCCCCCCC)S 1-octadecanethiol